BrC=1C=C(C(=NC1)N1N=CC=N1)C(F)F 5-bromo-3-(difluoromethyl)-2-(2H-1,2,3-triazol-2-yl)pyridine